C(C1=CC=CC=C1)OC=1N=CC2=CC=C(C=C2C1)C1=CC=C(N=N1)N(C1CC(NC(C1)(C)C)(C)C)C 6-(3-(benzyloxy)isoquinolin-6-yl)-N-methyl-N-(2,2,6,6-tetramethylpiperidin-4-yl)pyridazin-3-amine